2-chloro-5-methoxy-pyridine ClC1=NC=C(C=C1)OC